N-(3-Chloro-5-(2-(4-chlorophenyl)propan-2-yl)phenyl)-5-(((trifluoromethyl)sulfonyl)methyl)benzo[b]thiophen-2-carboxamid ClC=1C=C(C=C(C1)C(C)(C)C1=CC=C(C=C1)Cl)NC(=O)C1=CC2=C(S1)C=CC(=C2)CS(=O)(=O)C(F)(F)F